phosphorus compound with phosphorus [P].[P]